4-((3-(4-(((1R,4R)-4-(dimethylamino)cyclohexyl)amino)-1-(2,2,2-trifluoroethyl)-1H-indol-2-yl)prop-2-yn-1-yl)amino)-2-fluoro-5-methoxy-benzamide CN(C1CCC(CC1)NC1=C2C=C(N(C2=CC=C1)CC(F)(F)F)C#CCNC1=CC(=C(C(=O)N)C=C1OC)F)C